(R)-8-(3-(methoxymethyl)-4-methylpiperazin-1-yl)-7,10-dimethyl-1,2,3,4-tetrahydro-5H-chromeno[3,4-c]pyridin-5-one COC[C@H]1CN(CCN1C)C=1C=C(C2=C(C1C)OC(C=1CNCCC12)=O)C